FC1(CN(C1)CC1=NC=CC(=C1N)C1=C(C=CC(=C1)F)F)F 2-((3,3-difluoroazetidin-1-yl)methyl)-4-(2,5-difluorophenyl)pyridin-3-amine